6,6-Difluoro-7a-hydroxy-3,5-dimethyl-4-((E)-2-(2'-(5-methylthiophen-2-yl)-[3,3'-bipyridin]-6-yl)vinyl)hexahydroisobenzofuran-1(3H)-on FC1(C(C(C2C(OC(C2(C1)O)=O)C)\C=C\C1=CC=C(C=N1)C=1C(=NC=CC1)C=1SC(=CC1)C)C)F